C1(CC1)[C@@H](C)NC(=O)C1=CN=C(O1)C1=CC(=CC=C1)C1=NNC(=C1)C(NC(CC)CC)=O (R)-N-(1-cyclopropylethyl)-2-(3-(5-(pentan-3-ylcarbamoyl)-1H-pyrazol-3-yl)phenyl)oxazole-5-carboxylic acid amide